O[C@@](CC(=O)O)(CCC(=O)O)C(=O)O (R)-2-hydroxy-1,2,4-butane-tricarboxylic acid